tert-butyl (2-(2-(dimethylamino)ethoxy)-4-(methylsulfonyl)phenyl)(prop-2-yn-1-yl)carbamate CN(CCOC1=C(C=CC(=C1)S(=O)(=O)C)N(C(OC(C)(C)C)=O)CC#C)C